(nitromethyl)phenylpropionic acid ethyl ester C(C)OC(C(C)(C1=CC=CC=C1)C[N+](=O)[O-])=O